FC(C=1N=C(NC(C1)=O)C=1C(=C(CNC(=O)C2CCN(CC2)C2=CC=C(C=C2)OC(F)(F)F)C=CC1C(F)(F)F)F)F N-{3-[4-(difluoromethyl)-6-oxo-1,6-dihydropyrimidin-2-yl]-2-fluoro-4-(trifluoromethyl)benzyl}-1-[4-(trifluoromethoxy)phenyl]piperidine-4-carboxamide